peroxyneodecanoic acid cumyl ester C(C)(C)(C1=CC=CC=C1)OOC(CCCCCC(C)(C)C)=O